NC1=C(C=C(OC=2C=C(C(C#N)=CC2)C#N)C=C1C)C 4-(4-amino-3,5-dimethylphenoxy)phthalonitrile